N[C@@H]1C2=CC=CC=C2CC12CCN(CC2)C=2C(=NC(=CN2)C#CCOC2=CC(=NC=C2)OC)CO (S)-(3-(1-Amino-1,3-dihydrospiro[indene-2,4'-piperidin]-1'-yl)-6-(3-((2-methoxypyridine-4-yl)oxy)prop-1-yn-1-yl)pyrazin-2-yl)methanol